4-[4-(5-Fluoropyridin-2-yl)-4-cyanocyclohexyl]-1,4-diazepan-1-carboxylic acid ethyl ester C(C)OC(=O)N1CCN(CCC1)C1CCC(CC1)(C#N)C1=NC=C(C=C1)F